1-(4-bromo-2-hydroxy-5-methyl-phenyl)ethanone BrC1=CC(=C(C=C1C)C(C)=O)O